(4-methoxybenzyl)oxy(methyl)cyclopent-2-en-1-one COC1=CC=C(COC2=C(C(CC2)=O)C)C=C1